N-(3-bromo-5-fluorophenyl)-2-chloro-N-cyclopropyl-6-fluoroquinazolin-4-amine BrC=1C=C(C=C(C1)F)N(C1=NC(=NC2=CC=C(C=C12)F)Cl)C1CC1